C(C(C)C)C(C(=O)O)=CC.C(C=CC)(=O)OCC(C)C isobutyl 2-butenoate (Isobutyl 2-butenoate)